FC(C1N(CCC1)C1=CC=CC(=N1)S(=O)(=O)NC(=O)C=1C(=NC=CC1)N1C(CC(C1)C)(C)C)(F)F N-[[6-[2-(Trifluoromethyl)pyrrolidin-1-yl]-2-pyridyl]sulfonyl]-2-(2,2,4-trimethylpyrrolidin-1-yl)pyridin-3-carboxamid